3-(4-isopropyl-6-methyl-1-cyclohexen-1-yl)propanal tert-butyl-N-[(2R)-1-fluoro-3-hydroxy(1,1-2H2)propan-2-yl]carbamate C(C)(C)(C)OC(N[C@@H](C([2H])([2H])F)CO)=O.C(C)(C)C1CC=C(C(C1)C)CCC=O